4-(furo[3,2-c]pyridin-4-yl)-N-(2-methyl-4-sulfamoylphenyl)benzamide O1C=CC=2C(=NC=CC21)C2=CC=C(C(=O)NC1=C(C=C(C=C1)S(N)(=O)=O)C)C=C2